9,10-phenanthrenedione C1=CC=CC=2C3=CC=CC=C3C(C(C12)=O)=O